(S)-azepan-2-ylmethanol HCl salt Cl.N1[C@@H](CCCCC1)CO